3-trifluoromethyl-1-phenyl-3-(phenylsulfonyl)propan-1-one FC(C(CC(=O)C1=CC=CC=C1)S(=O)(=O)C1=CC=CC=C1)(F)F